OC=1C=C(C=CC1OC)/C=C/C(=O)C1=CC=C(C=C1)N1C(CCC1)=O 1-[4-[(E)-3-(3-Hydroxy-4-methoxyphenyl)prop-2-enoyl]phenyl]pyrrolidin-2-one